C1(=CC=CC=C1)[Se][C@H]1C[C@H](N(C1)C(=O)OC(C)(C)C)C(=O)OC(C)(C)C di-tert-butyl (2S,4S)-4-(phenylselanyl)pyrrolidine-1,2-dicarboxylate